3-[(2S)-oxolan-2-ylmethoxy]pyridine-4-carbonitrile O1[C@@H](CCC1)COC=1C=NC=CC1C#N